C1(CC1)OC1=C(C#N)C(=CC(=C1)CO)F 2-cyclopropoxy-6-fluoro-4-(hydroxymethyl)benzonitrile